N1(CCCCC1)C1=C(C=C(C=C1)NC=1N=C(C2=C(N1)NC=C2)NC2=C(C=CC=C2)CS(=O)(=O)NC)F (2-((2-((4-(piperidin-1-yl)-3-fluorophenyl)amino)-7H-pyrrolo[2,3-d]pyrimidin-4-yl)amino)phenyl)-N-methyl-methanesulfonamide